L(+)-ascorbate C([C@@H]([C@@H]1C(=C(C(=O)O1)O)O)O)O